1,4-bis-(trimethoxysilyl)cyclohexane CO[Si](C1CCC(CC1)[Si](OC)(OC)OC)(OC)OC